CC1(N(CCNC1)C(=O)[O-])C(=O)[O-] 2-methylpiperazine-1,2-dicarboxylate